C(C)N1C2=CC=CC=C2C=2C=C(C=CC12)NC(=O)C1=CC=C(CN2C[C@H](CCC2)C(=O)NCCCNC=2C3=CC=CC=C3N=C3CCCCC23)C=C1 (S)-1-(4-((9-ethyl-9H-carbazol-3-yl)carbamoyl)benzyl)-N-(3-((1,2,3,4-tetrahydroacridin-9-yl)amino)propyl)piperidine-3-carboxamide